BrC1=C(C=CC(=C1)C)S(=O)(=O)N1[C@@H](CCC1)C(=O)OC(C)(C)C tert-Butyl ((2-bromo-4-methylphenyl)sulfonyl)-L-prolinate